N=1C=CN2C1C=CC(=C2)C2=CNC=1N=C(N=CC12)NC(C)C 5-(imidazo[1,2-a]pyridin-6-yl)-N-isopropyl-7H-pyrrolo[2,3-d]pyrimidin-2-amine